C(C)(C)(C)NC(C(=O)C1=CC(=CN1C)C(=O)NC1=CC(=C(C=C1)F)C#N)=O 5-(2-(tert-butylamino)-2-oxoacetyl)-N-(3-cyano-4-fluorophenyl)-1-methyl-1H-pyrrole-3-carboxamide